C(=CCCCCCC)N[C@@H](C)C(=O)O octenyl-alanine